C(C)(C)(C)OC(=O)N[C@@H](C)C(=O)O N-(tert-butoxycarbonyl)-alanine